BENZYL ((4-(((S)-2-((2R,4S)-1-ETHYL-4-PHENYLPIPERIDINE-2-CARBOXAMIDO)PROPANAMIDO)METHYL)PHENYL)(IMINO)METHYL)CARBAMATE C(C)N1[C@H](C[C@H](CC1)C1=CC=CC=C1)C(=O)N[C@H](C(=O)NCC1=CC=C(C=C1)C(=N)NC(OCC1=CC=CC=C1)=O)C